NCCCN(CCCCCC(=O)OCCCCCCCCCC)CCO decyl 6-((3-aminopropyl)(2-hydroxyethyl)amino)hexanoate